N-[4-(3-chlorophenoxy)-3-sulfamoylphenyl]-2-[2-chloro-4-(trifluoromethyl)phenyl]acetamide ClC=1C=C(OC2=C(C=C(C=C2)NC(CC2=C(C=C(C=C2)C(F)(F)F)Cl)=O)S(N)(=O)=O)C=CC1